(R)-5-chloro-3-((S,1E,3E)-3,5-dimethylhepta-1,3-dien-1-yl)-2-(4'-fluoro-[1,1'-biphenyl]-4-yl)-7-hydroxy-7-methylisoquinoline-6,8(2H,7H)-dione ClC1=C2C=C(N(C=C2C([C@@](C1=O)(C)O)=O)C1=CC=C(C=C1)C1=CC=C(C=C1)F)\C=C\C(=C\[C@H](CC)C)\C